C(C)(C)(C)OC(NC1CC2(CN(C2)C2=C(C=C(C=C2)NC2=NC=C(C(=N2)NC2=C(C=CC=C2)P(=O)(C)C)OC)C)C1)=O tert-butyl(2-(4-((4-((2-(dimethylphosphoryl)phenyl)amino)-5-methoxypyrimidin-2-yl)amino)-2-methylphenyl)-2-azaspiro[3.3]heptan-6-yl)carbamate